O=C[C@H](O)[C@@H](O)[C@H](O)[C@H](O)[14CH2]O [6-14C]glucose